C(C)(=O)[O-].CN(C(=[NH2+])N(C)C)C 1,1,3,3-tetramethylguanidinium acetate